(2R,3R)-2-((difluoromethoxy)methylPhenyl)-5-(2,4-difluorophenyl)-3-methyl-3,4-dihydro-2H-pyrano[2,3-b]Pyridine-7-carboxylic acid ethyl ester C(C)OC(=O)C1=CC(=C2C(=N1)O[C@H]([C@@H](C2)C)C2=C(C=CC=C2)COC(F)F)C2=C(C=C(C=C2)F)F